COC=1NN=C2NC(CC(C21)C2=C(C=CC=C2)COC2=C(C=C(C=C2)C(F)(F)F)C)=O 3-methoxy-4-{[2-methyl-4-(trifluoromethyl)phenoxy]methylphenyl}-2H,4H,5H,6H,7H-pyrazolo[3,4-b]pyridin-6-one